C(CCC)OC(=O)C1CNC(C1)=O butyl-5-oxo-pyrrolidine-3-carboxylate